dimethoxy-2,2'-diaminobiphenyl COC1=C(C(=C(C=C1)C1=C(C=CC=C1)N)N)OC